BrC1=C(O[C@@H]2CN(CC(C2)=O)C(=O)OC(C)(C)C)C(=CC(=C1)Cl)C tert-butyl (S)-3-(2-bromo-4-chloro-6-methylphenoxy)-5-oxopiperidine-1-carboxylate